Cl.C(CC)C1NCC=2C=CC(=NC2C1)P(O)(O)=O.CC(CNC1=C(C=CC(=C1)OC1=NC=C(C=C1)C(F)(F)F)[N+](=O)[O-])=C N-(2-methylpropan-2-en-1-yl)-2-nitro-5-{[5-(trifluoromethyl)pyridin-2-yl]Oxy}aniline (7-propyl-5,6,7,8-tetrahydro-1,6-naphthyridin-2-yl)phosphonate hydrochloride